(E)-5-Phenylpent-3-enyl pivalate C(C(C)(C)C)(=O)OCC\C=C\CC1=CC=CC=C1